C(CC)O[Zr](OCCC)(OCCC)OCCC tetra-normal-propoxyzirconium